FC1=CC(=C(C(=C1)C)C1=CC=NC2=CC(=CC=C12)O[C@@H](C(=O)N1CC2(C(C2)C(=O)O)CCC1)C)C |r| 5-[rac-(2R)-2-[[4-(4-fluoro-2,6-dimethyl-phenyl)-7-quinolyl]oxy]propanoyl]-5-azaspiro[2.5]octane-2-carboxylic acid